2-(cyclopropylmethoxy)benzonitrile C1(CC1)COC1=C(C#N)C=CC=C1